tert-Butyl 4-(4-acetyl-2,5-difluorophenyl)piperazine-1-carboxylate C(C)(=O)C1=CC(=C(C=C1F)N1CCN(CC1)C(=O)OC(C)(C)C)F